4-benzyl-6-bromo-3,4-dihydro-2H-1,4-benzothiazin-3-one C(C1=CC=CC=C1)N1C(CSC2=C1C=C(C=C2)Br)=O